Br.Br.CN1C2CNC(C1)C2 2-Methyl-2,5-diazabicyclo[2.2.1]heptane dihydrobromide